3-methyl-γ-valerolactone CC1CC(=O)OC1C